ClC1=NC(=CC=C1C(=O)NS(=O)(=O)C1=CC=CC(=N1)NCCC1CCC(N1C(=O)OC(C)(C)C)(C)C)N1N=C(C=C1)OCCC1(CC1)C(F)(F)F tert-Butyl 5-[2-[[6-[[2-chloro-6-[3-[2-[1-(trifluoromethyl)cyclopropyl]ethoxy]pyrazol-1-yl]pyridine-3-carbonyl]sulfamoyl]-2-pyridyl]amino]ethyl]-2,2-dimethyl-pyrrolidine-1-carboxylate